Cl.ClCC1=C(C(=NC=C1)C(F)(F)F)F 4-(Chloromethyl)-3-fluoro-2-(trifluoromethyl)pyridin Hydrochlorid